Cadmium acetat sulphurAt S([O-])([O-])(=O)=O.C(C)(=O)O.[Cd+2]